FC=1C=C(C=C(C1)F)C=1C(CCC1C1=CC=C(C=C1)S(=O)(=O)C)=O 2-(3,5-difluorophenyl)-3-(4-(methyl-sulfonyl)phenyl)-2-cyclopenten-1-one